N,N,N'-trimethyl-N'-(2-hydroxypropyl)ethylenediamine CN(CCN(CC(C)O)C)C